N-[(1R,2R,4R)-4-(Dimethylamino)-2-methyl-cyclohexyl]-6-[3-(2-methoxy-4-methylsulfonyl-anilino)prop-1-ynyl]-1-(2,2,2-trifluoroethyl)benzimidazole-4-carboxamide CN([C@H]1C[C@H]([C@@H](CC1)NC(=O)C1=CC(=CC=2N(C=NC21)CC(F)(F)F)C#CCNC2=C(C=C(C=C2)S(=O)(=O)C)OC)C)C